C(C1=CC=CC=C1)[C@@]1([C@@H]([C@@H](OCC2=CC=CC=C2)[C@@H](OCC2=CC3=CC=CC=C3C=C2)[C@@H](O1)C(=O)[O-])NC(C(Cl)(Cl)Cl)=O)O[C@@H]1[C@H]([C@H](OCCCN=[N+]=[N-])O[C@@H]([C@@H]1N=[N+]=[N-])C)NC(C(Cl)(Cl)Cl)=O 3-Azidopropyl (benzyl 3-O-benzyl-2-deoxy-4-O-(2-naphthylmethyl)-2-trichloroacetamido-α-L-altropyranosyluronate)-(1→3)-4-azido-2-trichloroacetamido-2,4,6-trideoxy-β-D-galactopyranoside